1,2-bis(phenylsulfinyl)ethyl-palladium diacetate C(C)(=O)[O-].C(C)(=O)[O-].C1(=CC=CC=C1)S(=O)C(CS(=O)C1=CC=CC=C1)[Pd+2]